CC1(CCC2=CC(=CC=C12)\C=C(/CCC=O)\C)C (Z)-5-(1,1-dimethyl-2,3-dihydro-1H-inden-5-yl)-4-methylpent-4-enal